N-methyl-4-(4-(3-(4-chloro-3-trifluoromethylphenyl)ureido)phenoxy)pyridine tert-butyl-N-tert-butoxycarbonyl-N-[2-nitro-4-(3-pyridyl)phenyl]carbamate C(C)(C)(C)OC(N(C1=C(C=C(C=C1)C=1C=NC=CC1)[N+](=O)[O-])C(=O)OC(C)(C)C)=O.CN1CC=C(C=C1)OC1=CC=C(C=C1)NC(=O)NC1=CC(=C(C=C1)Cl)C(F)(F)F